C1(=CC=CCC1)C=1C(=NNC1)C1=C(C=CC=C1)O 2-[4-(cyclohex-1,3-dien-1-yl)-1H-pyrazol-3-yl]phenol